C(C)(C)(C)OC(=O)N1CCC(CC1)(C1=NC=C(C=C1)F)C#N.OC(COP(=O)(O)O)(O)O.C(C)N ethyl-amine trihydroxyethyl-phosphate tert-Butyl-4-cyano-4-(5-fluoropyridin-2-yl)piperidine-1-carboxylate